C(CCCCCCCCCCCCC)(=O)O.OC[C@H](O)[C@@H](O)[C@H](O)[C@H](O)CO sorbitol mono-myristate